7-Chloro-1-(2-isopropyl-6-methylphenyl)-6-methylpyrido[2,3-d]pyrimidine-2,4(1H,3H)-dione ClC=1C(=CC2=C(N(C(NC2=O)=O)C2=C(C=CC=C2C)C(C)C)N1)C